FC1=C(CNC2=C3N=CN(C3=NC(=N2)C=2C=NC=CC2)[C@H]2[C@@H]([C@@H]([C@H](O2)C(=O)NC)O)O)C=C(C=C1)C (2s,3s,4r,5r)-5-(6-(2-fluoro-5-methylbenzylamino)-2-(pyridin-3-yl)-9H-purin-9-yl)-3,4-dihydroxy-N-methyl-tetrahydrofuran-2-carboxamide